3-formyl-(4-fluorobenzylamine) C(=O)C=1C=C(CN)C=CC1F